3-(N-((1,2,3,5,6,7-hexahydro-s-indacen-4-yl)carbamoyl)sulfamoyl)azetidine C1CCC2=C(C=3CCCC3C=C12)NC(=O)NS(=O)(=O)C1CNC1